C(=O)O.NC1=CN=NC2=CC(=CC=C12)C=1C=C(C=CC1S(=O)(=O)C)B(O)O [3-(4-aminocinnolin-7-yl)-4-methylsulfonylphenyl]boronic acid formic acid salt